O1SC(CC1)C(=O)N oxathiolane-3-carboxamide